C(C)N1C(=NN=C(C1=O)N[C@H]1CN(C[C@@H](C1)F)C)C1=C(C2=C(SC=C2)C=C1)O 4-ethyl-6-(((3R,5R)-5-fluoro-1-methylpiperidin-3-yl)amino)-3-(4-hydroxybenzo[b]thiophen-5-yl)-1,2,4-triazine-5(4H)-one